C(CCCCCCCCC)(=O)OCC(COC(NC1CN(C1)CCF)=O)OC(CCCCCCCCC)=O 3-(((1-(2-Fluoroethyl)azetidin-3-yl)carbamoyl)oxy)propane-1,2-diyl bis(decanoate)